zinc acetic acid dihydrate O.O.C(C)(=O)O.[Zn]